OC1CN(C1)C(=O)OC1CCC(CC1)C(N(CC12CCC(CC1)(CC2)C2=CC(=C(C=C2)OC)C)C2=NC(=CC(=C2)C=2C=NN(C2)C(C)C)Cl)=O 4-((6-Chloro-4-(1-isopropyl-1H-pyrazol-4-yl)pyridin-2-yl)((4-(4-methoxy-3-methylphenyl)bicyclo[2.2.2]octan-1-yl)methyl)carbamoyl)cyclohexyl trans-3-hydroxyazetidine-1-carboxylate